ethyl 2-[3-[3-[3-[4-[[4-[3-amino-6-(2-hydroxyphenyl)pyridazin-4-yl]pyrazol-1-yl]methyl]-1-piperidyl]propoxy]propoxy]isoxazol-5-yl]-3-methyl-butanoate NC=1N=NC(=CC1C=1C=NN(C1)CC1CCN(CC1)CCCOCCCOC1=NOC(=C1)C(C(=O)OCC)C(C)C)C1=C(C=CC=C1)O